butylstannoic acid CCCC[Sn](=O)O